3-[3-[[1-[5-[4,6-difluoro-1-(2-trimethylsilylethoxymethyl)indol-5-yl]oxy-2-fluoro-phenyl]-5-(2-oxo-1-piperidyl)pyrazol-3-yl]methyl]phenyl]propanoic acid FC1=C2C=CN(C2=CC(=C1OC=1C=CC(=C(C1)N1N=C(C=C1N1C(CCCC1)=O)CC=1C=C(C=CC1)CCC(=O)O)F)F)COCC[Si](C)(C)C